3-(2-hydroxypropan-2-yl)-2H-[1,3'-bipyridin]-2-one OC(C)(C)C=1C(N(C=CC1)C=1C=NC=CC1)=O